7-bromo-4-fluoro-1H-indole BrC=1C=CC(=C2C=CNC12)F